CC(COCC(C)O)O 1,1-oxydi-2-propanol